C(C)(C)(C)OC(CCOCCOCCOCCOCCOCCOCCOCCOC)=O.ClC=1C(=NC=CC1)NC1=CC(=NC=N1)NC=1C=C2C=NNC2=CC1OC 5-(6-((3-Chloropyridin-2-yl)amino)pyrimidin-4-ylamino)-6-methoxy-1H-indazole tert-butyl-2,5,8,11,14,17,20,23-octaoxahexacosan-26-oate